C(#N)N1CC2=C(C=C(C=C2C1)NC(C1=CN=CC=C1)=O)C1=CC=CC=C1 N-(2-cyano-7-phenylisoindolin-5-yl)nicotinamide